1-benzyl 2-tert-butyl 4-[(tert-butyldimethylsilyl)oxy]pyrazolidine-1,2-dicarboxylate [Si](C)(C)(C(C)(C)C)OC1CN(N(C1)C(=O)OCC1=CC=CC=C1)C(=O)OC(C)(C)C